2-chloro-4-(8-(4-(4-((1-(2-(2,6-dioxopiperidin-3-yl)-1,3-dioxoisoindolin-5-yl)-3-methylazetidin-3-yl)methyl)piperazine-1-carbonyl)phenyl)-2,8-diazaspiro[4.5]decan-2-yl)benzonitrile ClC1=C(C#N)C=CC(=C1)N1CC2(CC1)CCN(CC2)C2=CC=C(C=C2)C(=O)N2CCN(CC2)CC2(CN(C2)C=2C=C1C(N(C(C1=CC2)=O)C2C(NC(CC2)=O)=O)=O)C